C(C=C)C1=CC(=C(C(=C1)CN1CCN(CC1)C)O)C=1C=CC2=C(C=C(O2)C)C1 4-allyl-2-(2-methylbenzofuran-5-yl)-6-((4-methylpiperazin-1-yl)methyl)phenol